1-(6-hydroxy-2,2-dimethyl-1,3-dioxepan-5-yl)-1,4,7,10-tetraazacyclododecane OC1C(COC(OC1)(C)C)N1CCNCCNCCNCC1